(1S,2r)-2-((S)-5-chloro-8-((1,7-dihydroimidazo[1,2-a]pyrimidin-2-yl)methoxy)-1-((2-oxopyrrolidin-1-yl)methyl)-1,2,3,4-tetrahydroisoquinoline-2-carbonyl)cyclohexane-1-carboxylic acid ClC1=C2CCN([C@@H](C2=C(C=C1)OCC=1NC=2N(C=CCN2)C1)CN1C(CCC1)=O)C(=O)[C@H]1[C@H](CCCC1)C(=O)O